2-[1-[[3-(azetidin-3-yl)phenyl]methyl]pyrazol-4-yl]-5-propyl-3H-imidazo[2,1-b]purin-4-one N1CC(C1)C=1C=C(C=CC1)CN1N=CC(=C1)C1=NC=2N3C(N(C(C2N1)=O)CCC)=NC=C3